(3aR,5s,6aS)-N-(6-(2,4-dimethyl-2H-indazol-5-yl)pyridazin-3-yl)-2-((3,3-dimethyltetrahydro-2H-pyran-4-yl)methyl-d2)octahydrocyclopenta[c]pyrrol-5-amine CN1N=C2C=CC(=C(C2=C1)C)C1=CC=C(N=N1)NC1C[C@@H]2[C@@H](CN(C2)C([2H])([2H])C2C(COCC2)(C)C)C1